1-[(3R,4S)-3-fluoro-4-[(2-{3-[(4-methanesulfonyl-2-methoxyphenyl)amino]prop-1-yn-1-yl}-1-(2,2,2-trifluoroethyl)-1H-indol-4-yl)amino]piperidin-1-yl]ethan-1-one F[C@@H]1CN(CC[C@@H]1NC1=C2C=C(N(C2=CC=C1)CC(F)(F)F)C#CCNC1=C(C=C(C=C1)S(=O)(=O)C)OC)C(C)=O